2,2,2-trifluoro-1-(5-methylthiazol-2-yl)ethan-1-amine hydrochloride Cl.FC(C(N)C=1SC(=CN1)C)(F)F